NC=1C2=C(SC1)C=CC=C2C(C(F)(F)F)(C)O 2-(3-Aminobenzo[b]thiophen-4-yl)-1,1,1-trifluoropropan-2-ol